C(C)OC(=O)C1=CC=NC2=CC(=CC=C12)Br 7-bromoquinoline-4-carboxylic acid ethyl ester